2-[[(2R,3R)-2-(2-chloro-5-fluoro-3-methyl-phenyl)pyrrolidine-3-yl]oxymethyl]pyrazine ClC1=C(C=C(C=C1C)F)[C@H]1NCC[C@H]1OCC1=NC=CN=C1